C(C)N1C=NC2=C1N=NC=C2C=2C=CC(=C(C2)C=2C=C1C=CN(C1=CC2OC)C(=O)N2CCCC2)F (5-(5-(7-Ethyl-7H-imidazo[4,5-c]pyridazin-4-yl)-2-fluorophenyl)-6-methoxyindol-1-yl)(pyrrolidin-1-yl)methanone